2-methylpentane-1-ol CC(CO)CCC